1-ethyl-N-(4-phenylquinolin-8-yl)-1H-imidazole-2-sulfonamide C(C)N1C(=NC=C1)S(=O)(=O)NC=1C=CC=C2C(=CC=NC12)C1=CC=CC=C1